6-((2R)-2-(4-((4-(((1,1-dioxidotetrahydrothiophen-3-yl)amino)methyl)phenyl)ethynyl)phenyl)-3-(((S)-1-fluoropropan-2-yl)amino)propyl)-5-hydroxypyrimidin-4(3H)-one O=S1(CC(CC1)NCC1=CC=C(C=C1)C#CC1=CC=C(C=C1)[C@@H](CC1=C(C(NC=N1)=O)O)CN[C@H](CF)C)=O